N-(aminoethyl)-aminopropyl-trimethyloxysilane NCCNCCC[Si](OC)(OC)OC